FC1=CC=C(C=C1)NCC1=CC=C(C=C1)C1=C2N=CNC2=NC=N1 6-(4-(((4-fluorophenyl)amino)methyl)phenyl)-9H-purin